2-meth-oxyhydroquinone COC1=C(O)C=CC(=C1)O